CN1C(CN(C(C1)C)C)C 1,2,4,5-tetramethylpiperazine